C(C)(C)(C)OC(NC1=C(SC(=C1)C(C)C)C(C)C)=O [2,5-bis(propan-2-yl)thiophen-3-yl]carbamic acid tert-butyl ester